Cl.Cl.N1C(=NCC2=CC=CC=C12)SCC1=CSC2=NC3=CC=CC=C3C(N21)(C)C 3-(((1,4-dihydroquinazolin-2-yl)thio)methyl)-5,5-dimethyl-5H-thiazolo[2,3-b]Quinazoline dihydrochloride